BrC=1N=C(C(NC1)=O)N1CCCCC1 5-bromo-3-(piperidin-1-yl)-pyrazin-2(1H)-one